C(C1=CC=CC=C1)OC(=O)N1CC(C(C=C1)=O)C=1C=NN(C1)CC1=CC=CC=C1 3-(1-Benzylpyrazol-4-yl)-4-oxo-2,3-dihydropyridine-1-carboxylic acid benzyl ester